tris[2-[(4,6,9,11-tetra-tert-butyldibenzo[d,f][1,3,2]dioxaphosphepin-2-yl)oxy]ethyl]amine C(C)(C)(C)C1=CC(=CC2=C1OP(OC1=C2C(=CC(=C1)C(C)(C)C)C(C)(C)C)C(C)(C)C)OCCN(CCOC1=CC2=C(OP(OC3=C2C(=CC(=C3)C(C)(C)C)C(C)(C)C)C(C)(C)C)C(=C1)C(C)(C)C)CCOC1=CC3=C(OP(OC2=C3C(=CC(=C2)C(C)(C)C)C(C)(C)C)C(C)(C)C)C(=C1)C(C)(C)C